(2R)-2-[[4-[(Z)-3-(4-Chlorophenyl)prop-2-enoyl]phenyl]sulfonylamino]propanoic acid ClC1=CC=C(C=C1)\C=C/C(=O)C1=CC=C(C=C1)S(=O)(=O)N[C@@H](C(=O)O)C